C(C)(C)(C)OC(=O)N1N=CC2=CC(=C(C=C12)OC)NC1=NC=NC(=C1C(=O)OCC)N 1-tert-butoxycarbonyl-5-((6-amino-5-ethoxycarbonylpyrimidin-4-yl)amino)-6-methoxyindazole